4-(6-(piperidin-1-yl)naphthalen-2-yl)nicotinonitrile N1(CCCCC1)C=1C=C2C=CC(=CC2=CC1)C1=CC=NC=C1C#N